Cl.ClC=1C=C(C=CC1C)NC1N(C(=NC(=N1)N)N1CCOCC1)C1CCCCC1 N-(3-Chloro-4-methylphenyl)-N1-cyclohexyl-6-morpholin-4-yl-[1,3,5]triazine-2,4-diamine hydrochloride